NC=1C(=NC(=CC1C)Cl)C#N 3-Amino-6-chloro-4-methylpicolinonitrile